The molecule is a D-galactosyl-N-acylsphingosine having sulfo groups at the 3- and 6-positions on the galactose ring and lauroyl (dodecanoyl) as the N-acyl group. It has a role as an epitope. It is a N-acyl-beta-D-galactosylsphingosine and a galactosylceramide sulfate. CCCCCCCCCCCCC/C=C/[C@H]([C@H](CO[C@@H]1[C@@H]([C@H]([C@H]([C@H](O1)COS(=O)(=O)O)O)OS(=O)(=O)O)O)NC(=O)CCCCCCCCCCC)O